OC1C[C@H](NC1)C(=O)O 4-hydroxyproline